2'-acetyl-3-chloro-4-((4-methoxybenzyl)oxy)-5',6-dimethyl-2H-[1,4'-bipyridin]-2-one C(C)(=O)C1=NC=C(C(=C1)N1C(C(=C(C=C1C)OCC1=CC=C(C=C1)OC)Cl)=O)C